4,4-difluorocyclohexene-1-boronic acid pinacol ester FC1(CC=C(CC1)B1OC(C)(C)C(C)(C)O1)F